ethyl p-aminobenzoate CCOC(=O)C1=CC=C(C=C1)N